N-(tert-butyl)-1-methyl-1,2-ethanediamine C(C)(C)(C)NC(CN)C